ClCC(=O)NC1(CN(CC1)C(=O)OCC1=CC=CC=C1)C1=CC(=C(C=C1)F)F benzyl 3-[(2-chloroacetyl)amino]-3-(3,4-difluorophenyl)pyrrolidine-1-carboxylate